3-(5-{2,7-diazaspiro[3.5]nonan-7-yl}-3-methyl-2-oxo-1,3-benzodiazol-1-yl)piperidine-2,6-dione C1NCC12CCN(CC2)C2=CC1=C(N(C(N1C)=O)C1C(NC(CC1)=O)=O)C=C2